C(C)C1=C(C=CC(=N1)N1CCC(CC1)=O)C=1C=C(C=2N(C1)C=CN2)C 1-[6-ethyl-5-(8-methylimidazo[1,2-a]pyridin-6-yl)-2-pyridyl]piperidin-4-one